FC1CC(N(C1)C(C(CN1C=NC=C1)C)=O)C(=O)NC(C1=CC=C(C=C1)C(C)C)C1=CC=CC=C1 4-fluoro-1-[3-(1H-imidazol-1-yl)-2-methylpropanoyl]-N-{phenyl-[4-(prop-2-yl)phenyl]methyl}pyrrolidine-2-carboxamide